tetraethyl-azanium methyl-3-((2-((S)-1-(((benzyloxy)carbonyl)amino)-2,2-dicyclopropylethyl)imidazo[1,2-b]pyridazin-6-yl)methyl)-2-oxo-6-(trifluoromethyl)piperidine-3-carboxylate COC(=O)C1(C(NC(CC1)C(F)(F)F)=O)CC=1C=CC=2N(N1)C=C(N2)[C@H](C(C2CC2)C2CC2)NC(=O)OCC2=CC=CC=C2.C(C)[N+](CC)(CC)CC